N-(6-(2-hydroxypropan-2-yl)-2-(piperidin-4-yl)-2H-indazol-5-yl)-6-(trifluoromethyl)pyridine-2-carboxamide ethyl-4-[(2-pyridyl)carbonyl]-2-pyrrolidinecarboxylate C(C)OC(=O)C1NCC(C1)C(=O)C1=NC=CC=C1.OC(C)(C)C=1C(=CC2=CN(N=C2C1)C1CCNCC1)NC(=O)C1=NC(=CC=C1)C(F)(F)F